C=C[CH+]C(=O)C(=O)[O-] The molecule is a member of the class of allenes that is penta-3,4-dienoic acid carrying an additional oxo substituent at position 2 It is a member of allenes, an enone and a 2-oxo monocarboxylic acid.